C(C(C)C)NCCCCCCCCN N-isobutyloctane-1,8-diamine